5-chloro-4-(5-fluoro-1-benzenesulfonyl-1H-indol-3-yl)-N-(piperidin-4-yl)pyrimidin-2-amine ClC=1C(=NC(=NC1)NC1CCNCC1)C1=CN(C2=CC=C(C=C12)F)S(=O)(=O)C1=CC=CC=C1